BrC=1C=C(C=NC1)CN(S(=O)(=O)CC)CC N-((5-Bromopyridin-3-yl)methyl)-N-ethylethanesulfonamide